(1aR,5aR)-2-Pyridin-3-yl-1a,2,5,5a-tetrahydro-1H-2,3-diaza-cyclopropa[a]pentalene-4-carboxylic acid (tetrahydro-pyran-4-ylmethyl)-amide O1CCC(CC1)CNC(=O)C=1C=2C[C@@H]3[C@H](C2N(N1)C=1C=NC=CC1)C3